4-bromo-3-fluoro-1,7-naphthyridin-2-ol BrC1=C(C(=NC2=CN=CC=C12)O)F